GERANYL ACETATE ((E)-3,7-dimethyloct-2,6-dien-1-yl acetate) C\C(=C/CCC(=O)O)\CCC=C(C)C.C(C)(=O)OC\C=C(/C)\CCC=C(C)C